tert-butyl 7-(2,6-dioxopiperidin-3-yl)-4-(hydroxymethyl)-6-oxo-3,6,7,8-tetrahydropyrrolo[3,4-g]indole-1(2H)-carboxylate O=C1NC(CCC1N1C(C2=CC(=C3CCN(C3=C2C1)C(=O)OC(C)(C)C)CO)=O)=O